1-(5-(4-amino-7-(1-(methyl-sulfonyl)piperidin-4-yl)-7H-pyrrolo[2,3-d]pyrimidin-5-yl)imidazo[1,2-a]pyridin-8-yl)-3-(5-(1-(trifluoromethyl)cyclopropyl)isoxazol-3-yl)urea NC=1C2=C(N=CN1)N(C=C2C2=CC=C(C=1N2C=CN1)NC(=O)NC1=NOC(=C1)C1(CC1)C(F)(F)F)C1CCN(CC1)S(=O)(=O)C